CC=1C(=NC=C(C1)C)N1CCN(CC1)C(=O)C1=CC(=C(C=C1)[C@]1(C(NC(N1)=O)=O)C(C)C)C (S)-5-{4-[4-(3,5-dimethylpyridin-2-yl)piperazine-1-carbonyl]-2-methylphenyl}-5-isopropylimidazolidine-2,4-dione